BrC1=NC=2N(C(N(C(C2N1C)=O)CC1=CC(=NN1COCC[Si](C)(C)C)C1=CC=CC=C1)=O)C 8-bromo-3,7-dimethyl-1-((3-phenyl-1-((2-(trimethylsilyl)ethoxy)methyl)-1H-pyrazol-5-yl)methyl)-3,7-dihydro-1H-purine-2,6-dione